OCC(C(=O)[O-])O 3-hydroxyhydroxypropionate